((R)-1-(2-aminooxazolo[4,5-c]pyridin-7-yl)pyrrolidin-3-yl)((S)-6,8-dichloro-1-methyl-3,4-dihydroisoquinolin-2(1H)-yl)methanone NC=1OC2=C(C=NC=C2N2C[C@@H](CC2)C(=O)N2[C@H](C3=C(C=C(C=C3CC2)Cl)Cl)C)N1